2-(4,5-dichloro-6-oxopyridazin-1(6H)-yl)-N-(3-(N,N-dimethylsulfamoyl)-4-methylphenyl)-N-(pyridin-2-ylmethyl)acetamide ClC=1C=NN(C(C1Cl)=O)CC(=O)N(CC1=NC=CC=C1)C1=CC(=C(C=C1)C)S(N(C)C)(=O)=O